benzyl (CIS)-3-(methylsulfonamido)-2-((((CIS)-4-phenylcyclohexyl)-oxy)methyl)pyrrolidine-1-carboxylate CS(=O)(=O)N[C@@H]1[C@@H](N(CC1)C(=O)OCC1=CC=CC=C1)CO[C@@H]1CC[C@@H](CC1)C1=CC=CC=C1